Cl.C(C)OC=1C(=CC=2N(C1)N=C(C2)C)C(=O)NC=2N=NC(=CC2)N2CCNCC2 6-ethoxy-2-methyl-N-(6-(piperazin-1-yl)pyridazin-3-yl)pyrazolo[1,5-a]pyridine-5-carboxamide hydrochloride